N-(3-phenylnaphthyl)-2-(4-methoxyphenyl)-indole C1(=CC=CC=C1)C=1C=C(C2=CC=CC=C2C1)N1C(=CC2=CC=CC=C12)C1=CC=C(C=C1)OC